FC(C1=CC=C(CC2OCCO2)C=C1)(F)F 2-(4-(trifluoromethyl)benzyl)-1,3-dioxolane